CS(=O)(=O)C1=CC=C(C=C1)NC(CO)CO p-methylsulfonylphenylserinol